3-hydroxy-3-(2-oxo-2-phenylethyl)-1-phenylethylindol-2-one OC1(C(NC2=CC=CC(=C12)C(C)C1=CC=CC=C1)=O)CC(C1=CC=CC=C1)=O